N-(4-(7-(sec-butoxy)-1,3,4,5-tetrahydro-2H-benzo[c]azepine-2-yl)-2,6-Dimethylphenyl)-3,3-dimethylbutanamide C(C)(CC)OC1=CC2=C(CN(CCC2)C2=CC(=C(C(=C2)C)NC(CC(C)(C)C)=O)C)C=C1